4-(trifluoromethyl)-N-(4-(((5-hydroxy-2,2-dimethyl-2H-chromen-6-yl)methylene)amino)phenyl)benzenesulfonamide FC(C1=CC=C(C=C1)S(=O)(=O)NC1=CC=C(C=C1)N=CC=1C(=C2C=CC(OC2=CC1)(C)C)O)(F)F